(1-tert-butyl-1H-inden-1-yl)(1-adamantyl)n-butylphosphine C(C)(C)(C)C1(C=CC2=CC=CC=C12)PCCCCC12CC3CC(CC(C1)C3)C2